nickel sodium [Na].[Ni]